2,5-difluoro-N-(4-methyl-3-(2-(methylamino)-8,9-dihydroimidazo[1',2':1,6]pyrido[2,3-d]pyrimidin-6-yl)phenyl)benzenesulfonamide FC1=C(C=C(C=C1)F)S(=O)(=O)NC1=CC(=C(C=C1)C)C1=CC2=C(N=C(N=C2)NC)N2C1=NCC2